(R)-1-((8-(3'-(7-Cyano-5-(((R)-3-hydroxypyrrolidin-1-yl)methyl)benzo[d]oxazol-2-yl)-2,2'-dimethylbiphenyl-3-ylamino)-1,7-naphthyridin-3-yl)methyl)-3-methylpyrrolidin C(#N)C1=CC(=CC=2N=C(OC21)C=2C(=C(C=CC2)C2=C(C(=CC=C2)NC=2N=CC=C1C=C(C=NC21)CN2C[C@@H](CC2)C)C)C)CN2C[C@@H](CC2)O